3-methyl-N-[[(1S,3R)-3-[[5-[3-(methylcarbamoyl)-6-oxo-pyridazin-1-yl]-2-pyridyl]amino]cyclopentyl]methyl]isoxazole-5-carboxamide CC1=NOC(=C1)C(=O)NC[C@@H]1C[C@@H](CC1)NC1=NC=C(C=C1)N1N=C(C=CC1=O)C(NC)=O